FC=1C=C(C=CC1NC(C)=O)C1=C(C(=CC=C1)C1=CC(=C(C=C1)NC(C)=O)OC)O N,N'-(3-fluoro-2'-hydroxy-3''-methoxy-[1,1':3',1''-terphenyl]-4,4''-diyl)diacetamide